FC(C1=NN=C(O1)C1=CC2=C(CN([C@H](CO2)C2=CC=CC=C2)C(=O)C2(CCOCC2)C)C=C1)F (S)-(8-(5-(difluoromethyl)-1,3,4-oxadiazol-2-yl)-3-phenyl-2,3-dihydrobenzo[f][1,4]oxazepin-4(5H)-yl)(4-methyltetrahydro-2H-pyran-4-yl)methanone